3,7-bis(azolyl)coumarin N1C(=CC=C1)C=1C(OC2=CC(=CC=C2C1)C=1NC=CC1)=O